C(C)(C)(C)OC(=O)N1CCN(CC1)C=1C=NN2C1C=CC(=C2)C=2N=CN(C2)CCO 4-[6-(1-(2-Hydroxyethyl)-1H-imidazol-4-yl)pyrazolo[1,5-a]pyridin-3-yl]piperazine-1-carboxylic acid tert-butyl ester